CC(C1=CC=CC=C1)(C)C=1C(=C(C=C(C1)C(C1=CC=CC=C1)(C)C)N1N=C2C(=N1)C=CC=C2)O 2-(3',5'-Bis(α,α-dimethylbenzyl)-2'-hydroxy-phenyl)benzotriazol